[Li].[Co].[Ni] NICKEL-COBALT-LITHIUM